FC(C1CC2(CN(C2)C=2C=C3C(=CC=NC3=CC2)C(=O)OC)C1)(F)F methyl 6-(6-(trifluoromethyl)-2-azaspiro[3.3]heptan-2-yl)quinoline-4-carboxylate